Cl.C1=C(C=CC2=CC=CC=C12)N1C=CC2=C(C=CC=C12)CN1CCOCC1 ((1-(naphthalen-2-yl)-1H-indol-4-yl)methyl)morpholine hydrochloride